(1S,2S)-N-[3-(6-butanoyl-4-methylpyridin-3-yl)-1-methyl-2-oxo-1,6-naphthyridin-7-yl]-2-fluorocyclopropane-1-carboxamide C(CCC)(=O)C1=CC(=C(C=N1)C=1C(N(C2=CC(=NC=C2C1)NC(=O)[C@H]1[C@H](C1)F)C)=O)C